NC1=C2C(=C3C=CN(C(C3=C1)=O)C)C(N(C2(O)C2=C(C=CC(=C2)F)Cl)CC2=CC=C(C=C2)OC)=O 4-amino-3-(2-chloro-5-fluorophenyl)-3-hydroxy-2-[(4-methoxyphenyl)methyl]-7-methyl-2,3,6,7-tetrahydro-1H-pyrrolo[4,3-f]isoquinoline-1,6-dione